(4S,7R)-4-fluoro-7-(methoxymethyl)-2-(1-trityl-1H-pyrazol-4-yl)-4,5,7,8-tetrahydro-3H-1-thia-5a,8-diazabenzo[cd]azulen-9(6H)-one F[C@@H]1CN2C=3C(=C(SC3C(N[C@H](C2)COC)=O)C=2C=NN(C2)C(C2=CC=CC=C2)(C2=CC=CC=C2)C2=CC=CC=C2)C1